C(C)C=1C(=NC=CC1)N(C1=CC=C(C=N1)C1CN(C1)C(=O)OC(C)(C)C)C tert-butyl 3-[6-[(3-ethyl-2-pyridyl)-methyl-amino]-3-pyridyl]azetidine-1-carboxylate